trifluoromethylphenylsilane FC(F)(F)[SiH2]C1=CC=CC=C1